BrC1=CC=C(C=C1)C1=C(C=CC=C1)NC(=O)C1=C(N=C(S1)C)C(F)F N-(4'-bromobiphenyl-2-yl)-4-difluoromethyl-2-methylthiazole-5-carboxamide